tert-butyl (2-oxo-2,3-dihydro-1H-inden-5-yl)carbamate O=C1CC2=CC=C(C=C2C1)NC(OC(C)(C)C)=O